methyl 4-((6R,8aS)-2-((5-methoxy-7-methyl-1-tosyl-1H-indol-4-yl)methyl)-6-methyl-1,4-dioxooctahydropyrrolo[1,2-a]pyrazin-3-yl)benzoate COC=1C(=C2C=CN(C2=C(C1)C)S(=O)(=O)C1=CC=C(C)C=C1)CN1C([C@H]2N(C(C1C1=CC=C(C(=O)OC)C=C1)=O)[C@@H](CC2)C)=O